(Z)-3-((4-chlorophenyl)sulfonyl)-N-(2,5-dimethylphenyl)-2,4-dihydroxyquinoline-7-carbimidic acid ClC1=CC=C(C=C1)S(=O)(=O)C=1C(=NC2=CC(=CC=C2C1O)/C(/O)=N/C1=C(C=CC(=C1)C)C)O